2-amino-5-(3-amino-7-(1-((phosphonooxy)methyl)-1H-pyrazol-4-yl)isoxazolo[4,5-c]Pyridin-4-yl)-4-fluorobenzoic acid methyl ester COC(C1=C(C=C(C(=C1)C1=NC=C(C2=C1C(=NO2)N)C=2C=NN(C2)COP(=O)(O)O)F)N)=O